O=C1[C@H](CCCC[C@@H]2N1[C@@H](CC2)C(=O)N2C1(CC1)CNC2=O)NC(OC(C)(C)C)=O Tert-Butyl ((3S,6S,10aS)-5-oxo-3-(5-oxo-4,6-diazaspiro[2.4]heptane-4-carbonyl)decahydropyrrolo[1,2-a]azocin-6-yl)carbamate